ClN1C(NC2(C3=C(C=CC=C13)OC1=C(C=CC=C1F)C1=NN=NN1)CCCC2)=O chloro-5'-[6-fluoro-2-(1H-tetrazol-5-yl)phenoxy]-1'H-spiro[cyclopentane-1,4'-quinazoline]-2'(3'H)-one